Cl.N1CC(CC1)N1C=NC=C1 1-(pyrrolidin-3-yl)-1H-imidazole hydrochloride